5-bromo-4-(5-cyclopropyl-1,3,4-oxadiazol-2-yl)-1-(3-fluoro-4-methylbenzyl)-8-hydroxy-1,3-dihydro-2H-benzo[b]azepin-2-one BrC=1C2=C(N(C(CC1C=1OC(=NN1)C1CC1)=O)CC1=CC(=C(C=C1)C)F)C=C(C=C2)O